5,6-dihydroxy-5,6-dihydrothymine OC1(C(NC(NC1O)=O)=O)C